FC(C=1C=CC=2N(N1)C(=CN2)C2=CC(=NC=C2)N2C[C@H](OCC2)CNS(=O)(=O)C)(F)F (S)-N-((4-(4-(6-(Trifluoromethyl)imidazo[1,2-b]pyridazin-3-yl)pyridin-2-yl)morpholin-2-yl)methyl)methanesulfonamide